C(C)N(CCCOC1=C(C=C2C(=CC=NC2=C1)OC1=C(C=C(C=C1)NC(=O)C1(CCC1)C(=O)NC1=CC=C(C=C1)F)F)OC)CC N-(4-{[7-{[3-(diethylamino)propyl]oxy}-6-(methyloxy)quinolin-4-yl]oxy}-3-fluorophenyl)-N'-(4-fluorophenyl)cyclobutane-1,1-dicarboxamide